4-iodo-8-(methoxymethoxy)-6a,7,8,9-tetrahydro-6H-pyrido[3,2-b]pyrrolo[1,2-d][1,4]oxazine IC1=CC=NC2=C1OCC1N2CC(C1)OCOC